7-(1-ethoxyvinyl)-5-(1H-imidazol-1-yl)thieno[2,3-C]pyridine C(C)OC(=C)C=1N=C(C=C2C1SC=C2)N2C=NC=C2